(R)-2-((6-((S)-3-(aminomethyl)-3-hydroxypyrrolidin-1-yl)-3,5-dicyano-4-ethylpyridin-2-yl)thio)-2-phenylacetamide NC[C@@]1(CN(CC1)C1=C(C(=C(C(=N1)S[C@@H](C(=O)N)C1=CC=CC=C1)C#N)CC)C#N)O